1-(4-(4-Amino-1-isopropyl-1H-pyrazolo[3,4-d]pyrimidin-3-yl)phenyl)-3-(3-(perfluorobutan-2-yl)phenyl)urea 2,2,2-trifluoroacetate FC(C(=O)O)(F)F.NC1=C2C(=NC=N1)N(N=C2C2=CC=C(C=C2)NC(=O)NC2=CC(=CC=C2)C(C(F)(F)F)(C(C(F)(F)F)(F)F)F)C(C)C